N'-(4-cyanophenyl)-2-pyridinecarbohydrazide C(#N)C1=CC=C(C=C1)NNC(=O)C1=NC=CC=C1